NC=1C(=NC(=CN1)Br)OC=1C=NN(C1)CC(C#N)(C)C 3-(4-(3-amino-6-bromopyrazin-2-yloxy)-1H-pyrazol-1-yl)-2,2-dimethylpropionitrile